tert-butyl N-[(E)-4-[3-(bromomethyl)phenyl]but-3-enyl]carbamate BrCC=1C=C(C=CC1)/C=C/CCNC(OC(C)(C)C)=O